C(C)C(N[Ti])CC (diethylmethylamino)titanium